3-fluoro-4-(((1,2,3,4-tetrahydroisoquinolin-8-yl)oxy)methyl)benzonitrile FC=1C=C(C#N)C=CC1COC=1C=CC=C2CCNCC12